N-(15-hydroxy-5,8,11,13-eicosatetraenoyl)-alanine OC(C=CC=CCC=CCC=CCCCC(=O)N[C@@H](C)C(=O)O)CCCCC